C(C)C1=CN=C2N1C=C(C=N2)C=2C=CN1N=C(N=CC12)N[C@@H]1C[C@H](C1)OCCOC 5-(3-ethylimidazo[1,2-a]pyrimidin-6-yl)-N-(trans-3-(2-methoxyethoxy)cyclobutyl)pyrrolo[2,1-f][1,2,4]triazin-2-amine